(5-(4-(4-acryloylpiperazin-1-yl)-7,8-dihydropyrido[4,3-d]pyrimidin-6(5H)-yl)-2-methoxypyridin-3-yl)-2,4-difluorobenzenesulfonamide C(C=C)(=O)N1CCN(CC1)C=1C2=C(N=CN1)CCN(C2)C=2C=C(C(=NC2)OC)C=2C(=C(C=CC2F)S(=O)(=O)N)F